ethyl-4,4-difluorocyclohexanecarboxylate C(C)OC(=O)C1CCC(CC1)(F)F